3-(6-methoxypyridin-3-yl)-5-(5-methyl-1-(piperidin-4-yl)-1H-pyrazol-4-yl)-1-tosyl-1H-pyrrolo[2,3-b]pyridine COC1=CC=C(C=N1)C1=CN(C2=NC=C(C=C21)C=2C=NN(C2C)C2CCNCC2)S(=O)(=O)C2=CC=C(C)C=C2